Iron (II) tris-2,2'-bipyridine N1=C(C=CC=C1)C1=NC=CC=C1.N1=C(C=CC=C1)C1=NC=CC=C1.N1=C(C=CC=C1)C1=NC=CC=C1.[Fe+2]